N-cyclobutyl-7-morpholino-5-[(2E)-2-(m-tolylmethylene)hydrazino]oxazolo[4,5-d]pyrimidine-2-carboxamide C1(CCC1)NC(=O)C=1OC2=C(N=C(N=C2N2CCOCC2)N/N=C/C=2C=C(C=CC2)C)N1